2-acetoacetoxyethyl acrylate (2-acetoacetoxyethyl acrylate) C(CC(=O)C)(=O)OCCC(C(=O)O)=C.C(C=C)(=O)OCCOC(CC(=O)C)=O